NC=1N=NC(=CC1N1CC2CCC(C1)N2C2=CC(=NC=C2)C#CCN2CCC(C(CC2)C)=O)C2=C(C=CC=C2)O 1-[3-[4-[3-[3-amino-6-(2-hydroxyphenyl)pyridazin-4-yl]-3,8-diazabicyclo[3.2.1]octan-8-yl]-2-pyridyl]prop-2-ynyl]-5-methyl-azepan-4-one